C(N)(OCCCCCCCNC(CCl)=O)=O 7-[(2-chloroacetyl)amino]heptyl 1-carbamate